FC=1C=C2CN(CC2=CC1)C1=NC(=NC=C1)C1=NC(=NC=C1)C#CC=1C=C2C=NNC2=CC1 5-((4-(5-Fluoroisoindolin-2-yl)-[2,4'-bipyrimidin]-2'-yl)ethynyl)-1H-indazole